3-oxohexanoyl-CoA O=C(CC(=O)SCCNC(CCNC([C@@H](C(COP(OP(OC[C@@H]1[C@H]([C@H]([C@@H](O1)N1C=NC=2C(N)=NC=NC12)O)OP(=O)(O)O)(=O)O)(=O)O)(C)C)O)=O)=O)CCC